[Na].[Na].[Na].C(C)(=O)SCCNC(CCNC([C@@H](C(COP(OP(OC[C@@H]1[C@H]([C@H]([C@@H](O1)N1C=NC=2C(N)=NC=NC12)O)OP(=O)(O)O)(=O)O)(=O)O)(C)C)O)=O)=O acetyl-coenzyme A trisodium